C(N)(=O)C=1C(=NNC1NC1=CC(=NC=C1)OC)C1=CC=C(C=C1)NC(=O)N1C[C@H](CCC1)C1=CC=CC=C1 (R)-N-(4-(4-carbamoyl-5-((2-methoxypyridin-4-yl)amino)-1H-pyrazol-3-yl)phenyl)-3-phenylpiperidine-1-carboxamide